(E)-N'-(4-trifluoromethylphenyl)urea FC(C1=CC=C(C=C1)NC(N)=O)(F)F